BrC=1C=CC(=C(C1)S(=O)(=O)NC1=C(C(=CC(=C1)C1(CCC1)C#N)C(=O)N1CC(C1)OC)O)O 5-Bromo-N-(5-(1-cyanocyclobutyl)-2-hydroxy-3-(3-methoxyazetidine-1-carbonyl)phenyl)-2-hydroxybenzenesulfonamide